C(C)(C)(C)C1=C(C(=C(C(=C1)C)CN1C(N(C(N(C1=O)CC1=C(C(=C(C=C1C)C(C)(C)C)O)C)=O)CC1=C(C(=C(C=C1C)C(C)(C)C)O)C)=O)C)O 1,3,5-tris((4-tert-butyl-3-hydroxy-2,6-xylyl)methyl)-1,3,5-triazine-2,4,6(1h,3h,5h)-trione